tert-butyl (2-(2-((5-((2S,3R,4R,5R,6R)-3-acetamido-4,5-bis(benzyloxy)-6-((benzyloxy)methyl)tetrahydro-2H-pyran-2-yl)isoxazol-3-yl)methoxy)ethoxy)ethyl)carbamate C(C)(=O)N[C@H]1[C@H](O[C@@H]([C@@H]([C@@H]1OCC1=CC=CC=C1)OCC1=CC=CC=C1)COCC1=CC=CC=C1)C1=CC(=NO1)COCCOCCNC(OC(C)(C)C)=O